C1(CC1)COC1=NC=C(C=C1C=1C2=C(C(N(C1)C)=O)SC(=C2)C(=O)N)NS(=O)(=O)CC 4-[2-(cyclopropylmethoxy)-5-(ethyl-sulfonylamino)pyridin-3-yl]-6-methyl-7-oxothieno[2,3-c]pyridine-2-carboxamide